N1(N=CC=C1)C[C@@H]1N(CC1)C1=NC(=C(C=2N=C(N=CC21)SC)F)Cl (R)-5-(2-((1H-pyrazol-1-yl)methyl)azetidin-1-yl)-7-chloro-8-fluoro-2-(methylthio)pyrido[4,3-d]pyrimidine